5-hydroxypyrimidine OC=1C=NC=NC1